NC=1C2=C(SC1C(=O)OC)C=C(C(=C2)C)N(C)CCOCCF methyl 3-amino-6-((2-(2-fluoroethoxy)ethyl)(methyl)amino)-5-methylbenzo[b]thiophene-2-carboxylate